C(C)(=O)NC=1C(N(C=CC1)C(C(=O)N)CC(C)C)=O 2-(3-acetamido-2-oxopyridin-1(2H)-yl)-4-methylpentanamide